6-((1-(difluoromethyl)-1H-pyrazol-4-yl)sulfonyl)-2-((5-methyl-1H-pyrazol-3-yl)methyl)phthalazin FC(N1N=CC(=C1)S(=O)(=O)C=1C=C2C=NN(CC2=CC1)CC1=NNC(=C1)C)F